(S)-(5-(4-Methoxybenzyl)-6-methyl-4,5,6,7-tetrahydro-[1,2,3]triazolo[1,5-a]pyrazin-3-yl)methyl acetate C(C)(=O)OCC=1N=NN2C1CN([C@H](C2)C)CC2=CC=C(C=C2)OC